C1(=CC(=CC=C1)C(=O)[O-])C meta-toluate